(R)-3-(4-fluoro-1H-indazol-7-yl)-5-(piperidin-3-yl)-1,2,4-oxadiazole hydrochloride Cl.FC1=C2C=NNC2=C(C=C1)C1=NOC(=N1)[C@H]1CNCCC1